6-isopropyl-5-(8-methoxy-7-methyl-[1,2,4]triazolo[1,5-a]pyridin-6-yl)-1-(4-(3-methoxyazetidin-1-yl)cyclohexyl)-1,3-dihydro-2H-benzo[d]imidazol-2-one C(C)(C)C=1C(=CC2=C(N(C(N2)=O)C2CCC(CC2)N2CC(C2)OC)C1)C=1C(=C(C=2N(C1)N=CN2)OC)C